COC([C@@H](N)CCCC[N+](=O)[O-])=O (S)-6-nitronorleucine methyl ester